OC(CC1=C(C=CC(=C1)C=C)OC1=C(C=C(C=C1)C=C)CC(C)O)C (2-hydroxypropyl)-4-vinylphenyl ether